COC1=CC=C(C=N1)C1COCC(N1C(=O)NCCCCC)(C)C 5-(6-methoxy-3-pyridyl)-3,3-dimethyl-N-pentylmorpholine-4-carboxamide